C(#N)C1CCC(CC1)N1CC(C2=NC(=CC=C21)C(=O)N2C(CN(CC2)C2=CC=C(C=N2)CC(=O)OC)(C)C)(C)C methyl 2-(6-(4-(1-(4-cyanocyclohexyl)-3,3-dimethyl-2,3-dihydro-1H-pyrrolo[3,2-b]pyridine-5-carbonyl)-3,3-dimethylpiperazin-1-yl)pyridin-3-yl)acetate